C(C)(C)NC1=C(C=NC2=CC=C(C=C12)C=1C=NNC1)C(=O)NC1CCN(CC1)C(=O)N1CCOCC1 4-(isopropylamino)-N-(1-(morpholine-4-carbonyl)piperidin-4-yl)-6-(1H-pyrazol-4-yl)quinoline-3-carboxamide